B([O-])([O-])[O-].[Al+3].[Ce+3].B([O-])([O-])[O-] cerium-aluminum borate